2,2'-(1-(benzo[d][1,3]dioxol-5-yl)ethane-1,2-diyl)bis(N-methylhydrazine-1-thiocarboxamide) O1COC2=C1C=CC(=C2)C(CNNC(NC)=S)NNC(NC)=S